BrC=1C=C(C=NC(C(=O)OC)C(C)C)C=C(C1)OC(C(C)C)=O methyl 2-(3-bromo-5-(isobutyryloxy)benzylideneamino)-3-methyl-butanoate